4-(2-fluoro-4-((3-methoxy-3-oxopropyl)amino)phenyl)piperazine-1-carboxylic acid tert-butyl ester C(C)(C)(C)OC(=O)N1CCN(CC1)C1=C(C=C(C=C1)NCCC(=O)OC)F